tetrahydroxy-ethylene carbonate C1(OC(C(O)(O)O1)(O)O)=O